3-(7-((2-(dimethylamino)ethyl)amino)-1,1-dioxido-3-(1H-pyrrol-1-yl)benzo[b]thiophen-2-yl)prop-2-yn CN(CCNC1=CC=CC2=C1S(C(=C2N2C=CC=C2)C#CC)(=O)=O)C